4-(5-(3-amino-8-azabicyclo[3.2.1]octane-8-yl)-8-(6-fluorobenzo[c][1,2,5]oxadiazole-5-yl)imidazolo[1,2-c]pyrimidin-7-yl)-2-fluorobenzonitrile NC1CC2CCC(C1)N2C2=NC(=C(C=1N2C=CN1)C1=CC=2C(=NON2)C=C1F)C1=CC(=C(C#N)C=C1)F